[C-]#N.C(#N)[Na] cyanosodium cyanide